C[Si]1=CC=CC=C1 1-Methyl-1-silabenzene